4,4'-bis[N-(1-coronenyl)-N-phenylamino]biphenyl C1(=CC2=CC=C3C=CC4=CC=C5C=CC6=CC=C1C1=C6C5=C4C3=C21)N(C2=CC=CC=C2)C2=CC=C(C=C2)C2=CC=C(C=C2)N(C2=CC1=CC=C3C=CC4=CC=C5C=CC6=CC=C2C2=C6C5=C4C3=C12)C1=CC=CC=C1